S1C=NC(=C1)C(=O)O THIAZOLE-4-CARBOXYLIC ACID